(S)-1-(5-chloro-3-fluoro-pyridin-2-yl)-4-(4-methyl-benzyl)-3-(oxetan-3-yl)piperazine-2,5-dione ClC=1C=C(C(=NC1)N1C([C@@H](N(C(C1)=O)CC1=CC=C(C=C1)C)C1COC1)=O)F